(1-(2-(1,1-difluoroethyl)pyrimidin-4-yl)-3-(9-methyl-3,9-diazabicyclo[3.3.1]non-3-yl)-1H-pyrazolo[4,3-c]pyridin-6-yl)acetamide FC(C)(F)C1=NC=CC(=N1)N1N=C(C=2C=NC(=CC21)CC(=O)N)N2CC1CCCC(C2)N1C